ClC1=CC=C(C=C1)C=1N=C2N(C=CC=C2)C1CN1C2CN(C(C1)CC2)C(=O)C2=C(C=CC(=C2)F)OC (5-{[2-(4-Chlorophenyl)imidazo[1,2-a]pyridin-3-yl]methyl}-2,5-diazabicyclo[2.2.2]oct-2-yl)(5-fluoro-2-methoxyphenyl)methanone